ClC1N(C=C(C=C1)C)CC(C1=CC=CC=C1)=O 2-chloro-5-methyl-1-(2-oxo-2-phenylethyl)pyridine